4-(7-bromo-3-fluoro-2-methyl-2,3-dihydrobenzofuran-2-yl)-3-fluorobenzonitrile BrC1=CC=CC=2C(C(OC21)(C)C2=C(C=C(C#N)C=C2)F)F